5-(2,4-dimethyl-1,3-benzoxazol-6-yl)-2-(6-{[(3R,4S)-3-fluoro-2,2,6,6-tetramethylpiperidin-4-yl]oxy}pyridazin-3-yl)pyridin-3-ol dihydrochloride Cl.Cl.CC=1OC2=C(N1)C(=CC(=C2)C=2C=C(C(=NC2)C=2N=NC(=CC2)O[C@@H]2[C@@H](C(NC(C2)(C)C)(C)C)F)O)C